(S)-N1-Methyl-5-(1-methyl-1H-pyrazol-5-carboxamido)-2-oxo-N6-(2-oxo-1-(2-oxo-2-((1R,2S,4R)-1,7,7-trimethylbicyclo[2.2.1]heptan-2-ylamino)ethyl)-1,2-dihydropyridin-3-yl)hexandiamid CNC(C(CC[C@@H](C(=O)NC=1C(N(C=CC1)CC(N[C@@H]1[C@@]2(CC[C@H](C1)C2(C)C)C)=O)=O)NC(=O)C2=CC=NN2C)=O)=O